tert-butyl 5-hydroxy-3,3a,4,5,6,6a-hexahydro-1H-cyclopenta[c]pyrrole-2-carboxylate OC1CC2C(CN(C2)C(=O)OC(C)(C)C)C1